3-(5-((4R)-4-methyl-2-oxo-3-(tetrahydrofuran-3-yl)imidazolidin-1-yl)-1-oxoisoindolin-2-yl)piperidine-2,6-dione C[C@H]1N(C(N(C1)C=1C=C2CN(C(C2=CC1)=O)C1C(NC(CC1)=O)=O)=O)C1COCC1